3-oxo-8-azabicyclo[3.2.1]octane-8-carboxylic acid tert-butyl ester C(C)(C)(C)OC(=O)N1C2CC(CC1CC2)=O